6-((6-chloro-2-((1-hydroxycyclopropyl)methyl)-2H-indazol-5-yl)amino)-3-((1-methyl-1H-1,2,4-triazol-3-yl)methyl)-1-(2,4,5-trifluorobenzyl)-1,3,5-triazine-2,4(1H,3H)-dione ClC=1C(=CC2=CN(N=C2C1)CC1(CC1)O)NC1=NC(N(C(N1CC1=C(C=C(C(=C1)F)F)F)=O)CC1=NN(C=N1)C)=O